t-butoxycarbonyl-DL-lysine C(C)(C)(C)OC(=O)N[C@@H](CCCCN)C(=O)O |r|